C(C)(C)(C)OC(=O)C1=CC=NC2=CC=C(C=C12)N1CC(C1)C 6-(3-Methylazetidin-1-yl)quinoline-4-carboxylic acid tert-butyl ester